ethyl (S)-3-(2',4'-difluorobiphenyl-3-yl)-3-(3-(1-ethyl-4-hydroxy-2-oxo-1,2-dihydro pyridin-3-yl) ureido)propanoate FC1=C(C=CC(=C1)F)C1=CC(=CC=C1)[C@H](CC(=O)OCC)NC(=O)NC=1C(N(C=CC1O)CC)=O